(R)-benzyl 4-(2-azido-3-(1H-1,2,4-triazol-1-yl)propoxy)benzoate N(=[N+]=[N-])[C@@H](COC1=CC=C(C(=O)OCC2=CC=CC=C2)C=C1)CN1N=CN=C1